4-(4-(2-Amino-6-cyanobenzo[d]thiazol-7-yl)phenyl)-N-(2-ethynylthiazol-4-yl)-piperazine-1-carboxamide NC=1SC2=C(N1)C=CC(=C2C2=CC=C(C=C2)N2CCN(CC2)C(=O)NC=2N=C(SC2)C#C)C#N